(2S)-2-[9H-fluoren-9-ylmethoxycarbonyl(methyl)amino]hept-6-enoic acid C1=CC=CC=2C3=CC=CC=C3C(C12)COC(=O)N([C@H](C(=O)O)CCCC=C)C